{1-[(3S)-1-[(3-hydroxyazetidin-1-yl)sulfonyl]pyrrolidin-3-yl]-N-methylformamido}-3-methylbutanamide OC1CN(C1)S(=O)(=O)N1C[C@H](CC1)C(=O)N(C)C(C(=O)N)C(C)C